N[C@H](C1CCN(CC1)C([C@@H](CO)C)=O)C1=C(C=C(C(=C1)Cl)Cl)O (2R)-1-[4-[(R)-amino(4,5-dichloro-2-hydroxyphenyl)methyl]piperidin-1-yl]-3-hydroxy-2-methylpropan-1-one